16-(1H-tetrazol-5-yl)hexadecanoic acid N1N=NN=C1CCCCCCCCCCCCCCCC(=O)O